BrC=1C(=C(C=CC1)NC=1N=CC=C2C(=CC=NC12)Cl)C N-(3-bromo-2-methylphenyl)-4-chloro-1,7-naphthyridin-8-amine